ClC=1C(=C2C=NNC2=C(C1F)N(CC1=CC=NC=C1)C)C=1C=CC=2N(C1)C=C(N2)NC(=O)[C@H]2[C@H](C2)F (1S,2S)-N-(6-(5-chloro-6-fluoro-7-(methyl-(pyridin-4-ylmethyl)amino)-1H-indazol-4-yl)imidazo[1,2-a]pyridin-2-yl)-2-fluorocyclopropane-1-carboxamide